3-(2-aminoethyl)-1-methyl-1H-indol-5-ol NCCC1=CN(C2=CC=C(C=C12)O)C